1,4-di-(4-carboxy-2,6-dihydroxyphenyl)benzene C(=O)(O)C1=CC(=C(C(=C1)O)C1=CC=C(C=C1)C1=C(C=C(C=C1O)C(=O)O)O)O